Methyl (S,E)-2-amino-4-oxohept-5-enoate trifluoroacetic acid salt FC(C(=O)O)(F)F.N[C@H](C(=O)OC)CC(\C=C\C)=O